C(C)(C)(C)OC(=O)NCC(C(=O)O)C1=CC=C(C=C1)F 3-((tert-butoxycarbonyl)amino)-2-(4-fluorophenyl)propionic acid